Cl.CC=1C=C2C=CC(=CC2=CC1)C(=O)C1CNCCC1 (6-methylnaphthalen-2-yl)(piperidin-3-yl)methanone hydrochloride